O1CCC2=C1C=C(C=C2)[C@H](C)N2CCN(CC2)C2=NC=C(C=N2)[S@@](=O)(C)=NC(C)C (S)-(2-(4-((S)-1-(2,3-dihydrobenzofuran-6-yl)ethyl)piperazin-1-yl)pyrimidin-5-yl)(isopropylimino)(methyl)-λ6-sulfanone